(3-bromo-5-chloro-phenoxy)-tert-butyl-dimethyl-silane BrC=1C=C(O[Si](C)(C)C(C)(C)C)C=C(C1)Cl